CC1(CC2(OCCO2)CC(C1=C)(C)C)C 7,7,9,9-tetramethyl-8-methylene-1,4-dioxaspiro[4.5]decane